3-methyl-6-[6-(piperazin-1-yl)pyridin-3-yl]-1H-indole-4-carboxamide CC1=CNC=2C=C(C=C(C12)C(=O)N)C=1C=NC(=CC1)N1CCNCC1